9-(1-(2'-chloro-[1,1'-biphenyl]-2-yl)naphthalen-2-yl)-9H-carbazole ClC1=C(C=CC=C1)C1=C(C=CC=C1)C1=C(C=CC2=CC=CC=C12)N1C2=CC=CC=C2C=2C=CC=CC12